5-(3-isopropyl-5-(1-(tetrahydro-2H-pyran-4-yl)piperidin-4-yl)-1H-indol-2-yl)-1,6-dimethyl-2-oxo-1,2-dihydropyridine-3-carbonitrile C(C)(C)C1=C(NC2=CC=C(C=C12)C1CCN(CC1)C1CCOCC1)C=1C=C(C(N(C1C)C)=O)C#N